1-(2,2,2-trifluoro-1-phenylethyl)piperidin FC(C(C1=CC=CC=C1)N1CCCCC1)(F)F